Benzyldi-1-adamantylphosphin C(C1=CC=CC=C1)P(C12CC3CC(CC(C1)C3)C2)C23CC1CC(CC(C2)C1)C3